5-bromo-3-hydroxyquinazoline-2,4(1H,3H)-dione BrC1=C2C(N(C(NC2=CC=C1)=O)O)=O